FC1S(=O)(=O)CCC1 2-FluoroSulfolane